(R)-(4-(1-(3-difluoromethyl-2-fluorophenyl)ethylamino)-2-methylquinazolin-6-yl)dimethylphosphine oxide FC(C=1C(=C(C=CC1)[C@@H](C)NC1=NC(=NC2=CC=C(C=C12)P(C)(C)=O)C)F)F